Cl.FC(COC1C(COC1)N)F 4-(2,2-difluoroethoxy)tetrahydrofuran-3-amine hydrochloride